BrC(CCCC)N Bromopentanamine